O1COC2=C1C=CC(=C2)N2C(NN=C2C=2C=NC(=CC2)Cl)=S 4-(Benzo[d][1,3]dioxol-5-yl)-5-(6-chloropyridin-3-yl)-2,4-dihydro-3H-1,2,4-triazole-3-thione